(6-cyclopropyl-2-(((2-((1S*,2S*)-2-(4-methylpyrimidin-2-yl)cyclopropyl)quinolin-7-yl)amino)methyl)imidazo[1,2-a]pyridin-8-yl)imidazolidine-2,4-dione C1(CC1)C=1C=C(C=2N(C1)C=C(N2)CNC2=CC=C1C=CC(=NC1=C2)[C@@H]2[C@H](C2)C2=NC=CC(=N2)C)N2C(NC(C2)=O)=O |o1:24,25|